FC(C=1OC(=NN1)C=1C=NC(=C(C1)F)COC1=CC2=CN(N=C2C=C1)C)F 2-(Difluoromethyl)-5-(5-fluoro-6-(((2-methyl-2H-indazol-5-yl)oxy)methyl)pyridin-3-yl)-1,3,4-oxadiazole